2-(1H-indazol-4-yl)-6-[[4-(methylsulfonyl)-1-piperazinyl]methyl]-4-(4-morpholinyl)thieno[3,2-D]pyrimidine N1N=CC2=C(C=CC=C12)C=1N=C(C2=C(N1)C=C(S2)CN2CCN(CC2)S(=O)(=O)C)N2CCOCC2